COC1=C(C=C(C=2OC=3C=C(C=C(C3C(C2)=O)O)O)C=C1)O 4'-O-methyl-luteolin